1-[6-[3-(2-methoxy-4-methylsulfonyl-anilino)prop-1-ynyl]-1-(2,2,2-trifluoroethyl)indol-4-yl]-3-(1-methyl-4-piperidyl)urea COC1=C(NCC#CC2=CC(=C3C=CN(C3=C2)CC(F)(F)F)NC(=O)NC2CCN(CC2)C)C=CC(=C1)S(=O)(=O)C